CC(CC(=O)NC(N)=O)C N'-dimethylpropionylurea